O[C@H]1[C@@H](CN(CC1)CC1=NN(N=C1)C1=NC=C(C#N)C(=C1)OC)C=1C(=C2COC(C2=CC1)=O)C 6-(4-(((3R,4R)-4-hydroxy-3-(4-methyl-1-oxo-1,3-dihydroisobenzofuran-5-yl)piperidin-1-yl)methyl)-2H-1,2,3-triazol-2-yl)-4-methoxynicotinonitrile